BrC=1C(=NC=NC1)C#CC1=CC(=CC(=C1)OC)OC 5-bromo-4-((3,5-dimethoxyphenyl)ethynyl)pyrimidin